ClC1=C(C=CC=C1)CN1N=C(C=C1C1=CC(=CC=C1)OC)CCC(C(=O)O)(C)C 4-[1-[(2-chlorophenyl)methyl]-5-(3-methoxyphenyl)-1H-pyrazol-3-yl]-2,2-dimethylbutyric acid